BrC1=NC(=C(C=2N=C(N=C(C21)N2[C@@H]([C@@H]1CC[C@H](C2)N1C(=O)OC(C)(C)C)C(=C)C)SCC)F)Cl tert-butyl (1S,2R,5R)-3-[5-bromo-7-chloro-2-(ethylsulfanyl)-8-fluoropyrido[4,3-d]pyrimidIn-4-yl]-2-(prop-1-en-2-yl)-3,8-diazabicyclo[3.2.1]octane-8-carboxylate